ClC=1C=C(C=CC1)S(=O)(=O)N1CC2(C1)CNC2 2-(3-Chlorophenyl)sulfonyl-2,6-diazaspiro[3.3]heptane